COC(=O)C1(CC(N(CC1)C1(CC1)C1=C(C(=CC=C1)Cl)F)C)CC1=NC(=CC=C1F)Br 4-((6-bromo-3-fluoropyridin-2-yl)methyl)-1-(1-(3-chloro-2-fluorophenyl)cyclopropyl)-2-methylpiperidine-4-carboxylic acid methyl ester